CN(C=1SC(=C(N1)C1=CC=CC=C1)OC1=CC(=NC=C1)NC1=CC=CC(=N1)C(=O)OC)C Methyl 6-((4-((2-(Dimethylamino)-4-phenyl thiazol-5-yl)oxy)pyridin-2-yl)amino)picolinate